(2s,3r)-2-(4-((ethylcarbamoyl) oxy)-3,5-dihydroxyphenyl)-5,7-dihydroxychroman-3-yl 2-fluoro-3,4,5-trihydroxybenzoate FC1=C(C(=O)O[C@H]2[C@@H](OC3=CC(=CC(=C3C2)O)O)C2=CC(=C(C(=C2)O)OC(NCC)=O)O)C=C(C(=C1O)O)O